2,5-dibromo-isophthalic acid BrC1=C(C(=O)O)C=C(C=C1C(=O)O)Br